FC1=CC(=C(C=C1)NC=1C2=C(N=CN1)SC(=N2)C(=O)NCCNC)OC(C)C 7-{[4-fluoro-2-(prop-2-yloxy)phenyl]amino}-N-[2-(methylamino)ethyl][1,3]thiazolo[5,4-d]pyrimidine-2-carboxamide